1-tetradecanoyl-2-nonadecanoyl-glycero-3-phosphocholine C(CCCCCCCCCCCCC)(=O)OCC(OC(CCCCCCCCCCCCCCCCCC)=O)COP(=O)([O-])OCC[N+](C)(C)C